C(C)N1N=C(C2=C1C(NCC1(CCOCC1)C2)=O)CC(COC(C2=CC=C(C=C2)S(N(C)C)(=O)=O)=O)(C)C 4-(Dimethylsulfamoyl)benzoic acid [3-(1-ethyl-8-oxo-spiro[6,7-dihydro-4H-pyrazolo[3,4-c]azepin-5,4'-tetrahydropyran]-3-yl)-2,2-dimethyl-propyl] ester